(dimethyl-fluorenyl)[di(phenyl)triazinylbiphenyl] CC=1C(=C(C=2CC3=CC=CC=C3C2C1)C=1C(=C(C(=C(C1)C1=CC=CC=C1)C1=NN=NC=C1)C1=CC=CC=C1)C1=CC=CC=C1)C